4-chloro-2-(1H-pyrrolo[2,3-b]pyridin-5-yloxy)benzoic acid ClC1=CC(=C(C(=O)O)C=C1)OC=1C=C2C(=NC1)NC=C2